CC=1C=C(C=C(C1C)C)NC(N)=O 3-(3,4,5-trimethylphenyl)urea